C1=NNC=2C1=C1C=3CCCCC3C(=NC1=CC2)C=2C(NC(NC2)=O)=O 5-(8,9,10,11-tetrahydro-3H-pyrazolo[4,3-a]phenanthridin-7-yl)pyrimidine-2,4(1H,3H)-dione